C(C)C1CC2CN3C1C(C=1NC4=CC=C(C=C4C13)OC)C2 1-ethyl-7-methoxy-1,3,4,10,11,11a-hexahydro-2H-3,11-methanoindolizino[2,3-b]indole